C(C)(C)(C)OC(=O)N1CCC(CC1)(C)C=1C=NC(=CC1)N 4-(6-aminopyridin-3-yl)-4-methylpiperidine-1-carboxylic acid tert-butyl ester